[Sn]=[Te] tin (II) telluride